C1COCCN1P(=O)(N2CCOCC2)N3CCOCC3 tri(4-morpholino)phosphine oxide